3-Acryloylamino-5-bromo-N-((4,6-diethyl-2-oxo-1,2-dihydropyridin-3-yl)methyl)-2-methylbenzamide C(C=C)(=O)NC=1C(=C(C(=O)NCC=2C(NC(=CC2CC)CC)=O)C=C(C1)Br)C